(1s,2s,3s,4r,5s)-5-[4-chloro-3-(4-ethoxybenzyl)phenyl]-1-(hydroxymethyl)-6,8-dioxabicyclo[3.2.1]octane-2,3,4-triol ClC1=C(C=C(C=C1)[C@]12[C@@H]([C@H]([C@@H]([C@](CO1)(O2)CO)O)O)O)CC2=CC=C(C=C2)OCC